FC1=CC=C(CN2C=C(N=C(C2=O)N2CCN(CC2)S(=O)(=O)C)CCC=O)C=C1 3-(4-(4-fluorobenzyl)-6-(4-(methylsulfonyl)piperazin-1-yl)-5-oxo-4,5-dihydropyrazin-2-yl)propanal